3-[2-[4-[8-chloro-4-oxo-6-(2-oxopyrrolidin-1-yl)chromen-2-yl]phenoxy]ethoxy]cyclobutanecarboxylic acid ClC=1C=C(C=C2C(C=C(OC12)C1=CC=C(OCCOC2CC(C2)C(=O)O)C=C1)=O)N1C(CCC1)=O